COC(C(CC(F)F)C1=CN=NC(=C1)N)=O 2-(6-Aminopyridazin-4-yl)-4,4-difluorobutanoic acid methyl ester